FC12CC(C1)(C2)C=2N=C1N(C=C(C(=C1)OC)C(=O)NC1=NC=CC=C1)C2 2-(3-fluoro-1-bicyclo[1.1.1]pentyl)-7-methoxy-N-(2-pyridinyl)imidazo[1,2-a]pyridine-6-carboxamide